(2R)-1-((tert-butoxy(2-((tert-butoxycarbonyl)amino)ethoxy)phosphoryl)oxy)-3-(octadecyloxy)propan-2-yl (5Z,8Z,11Z,14Z)-Icosa-5,8,11,14-tetraenoate C(CCC\C=C/C\C=C/C\C=C/C\C=C/CCCCC)(=O)O[C@@H](COP(=O)(OCCNC(=O)OC(C)(C)C)OC(C)(C)C)COCCCCCCCCCCCCCCCCCC